1H-benzo[d]imidazole bis(2,2,2-trifluoroacetate) FC(C(=O)O)(F)F.FC(C(=O)O)(F)F.N1C=NC2=C1C=CC=C2